6-bromo-2-(4,4-dimethylcyclohexen-1-yl)pyridin-3-amine BrC1=CC=C(C(=N1)C1=CCC(CC1)(C)C)N